S1C(=CC=C1)OC(C1=CC=CC=C1)=O (thiophen-2-yl)benzoate